C(CCC)N1C(=CC=C1)C(=O)N[C@H](C(N1CC=CCC1C=1C=NC=CC1)=O)CC1=CC=CC=C1 1-butyl-N-((2S)-1-oxo-3-phenyl-1-(6-(pyridin-3-yl)-5,6-dihydropyridin-1(2H)-yl)propan-2-yl)-1H-pyrrole-2-carboxamide